(R and S)-2-(4-methoxy-3-(2-(((R)-phenyl((R)-1,2,3,4-tetrahydropyrido[2,3-b]pyrazin-3-yl)methyl)amino)ethyl)phenyl)propanoic acid COC1=C(C=C(C=C1)[C@H](C(=O)O)C)CCN[C@@H]([C@H]1CNC2=C(N1)N=CC=C2)C2=CC=CC=C2 |&1:8|